CN(C(CC1=CC=C(C=C1)C1=NC=CC=C1)=O)C1SC(C(=N1)C)=NS(=O)(=O)C N-methyl-N-[4-methyl-5-(methylsulfonylimino)thiazol-2-yl]-2-[4-(2-pyridyl)phenyl]acetamide